{6-[(1S,2S,3S,5R)-3-amino-2-fluoro-8-azabicyclo[3.2.1]octan-8-yl]-3-(4-chloro-2-methyl-2H-indazol-5-yl)-1H-pyrazolo[3,4-b]pyrazin-5-yl}methanol N[C@@H]1[C@@H]([C@@H]2CC[C@H](C1)N2C2=C(N=C1C(=N2)NN=C1C1=C(C2=CN(N=C2C=C1)C)Cl)CO)F